(R)-1,4-dimethylpentylamine C[C@H](CCC(C)C)N